BrC1=CC23C(=C[C@@H]1CC3=CC(N2CCC)=O)C(=O)N[C@H](C)C2=CC=CC3=CC=CC=C23 (5S)-9-Bromo-N-[(R)-1-(naphthalen-1-yl)ethyl]-2-oxo-1-propyl-1,2,4,5-tetrahydro-5,7a-ethenoindole-7-carboxamide